2,3-dimethyl-4-bromo-5-chloroquinoline CC1=NC2=CC=CC(=C2C(=C1C)Br)Cl